NC=1C(=C(C(=O)N[C@H](C(=O)OCC2=CC=CC=C2)CNC(=O)N[C@@H]2CCC3=CC=CC=C23)C(=CC1)Cl)Cl (S)-benzyl 2-(3-amino-2,6-dichlorobenzamido)-3-(3-((R)-2,3-dihydro-1H-inden-1-yl)ureido)propanoate